ClC(C1=NC(=NO1)C1=CC(=C(C=C1)P(NC(C)C)(=O)C)F)(F)F P-(4-(5-(chlorodifluoromethyl)-1,2,4-oxadiazol-3-yl)-2-fluorophenyl)-N-isopropyl-P-methylphosphinic amide